4-Methyl-N-(5-(4-methyl-3-(propylamino)phenyl)pyridin-2-yl)piperazine-1-carboxamide CN1CCN(CC1)C(=O)NC1=NC=C(C=C1)C1=CC(=C(C=C1)C)NCCC